N-benzyl-10-((6-oxo-4-phenylpyrimidin-1(6H)-yl)methyl)-7-azaspiro[4.5]decane-7-carboxamide C(C1=CC=CC=C1)NC(=O)N1CC2(CCCC2)C(CC1)CN1C=NC(=CC1=O)C1=CC=CC=C1